BrC1=C(C=CC(=C1)S(N[C@H](C)C1CCNCC1)(=O)=O)C=1C(=C(C(=O)N)C=CC1)C (R)-(2-bromo-4-(N-(1-(piperidin-4-yl)ethyl)sulfamoyl)phenyl)-2-methylbenzamide